ClC1=C(C=C(C=C1)F)S(=O)(=O)N1C2CN(CC1CC2)C(=O)C2=CN=NN2 {8-[(2-chloro-5-fluorophenyl)sulfonyl]-3,8-diazabicyclo[3.2.1]oct-3-yl}(1H-1,2,3-triazol-5-yl)methanone